C1(=CC=C(C=C1)OCC(=O)O)OCC(=O)O 1,4-phenylenedioxy-diacetic acid